(R)-10-((5-chloro-2-((R)-4,4-difluoro-3-hydroxypiperidin-1-yl)pyrimidin-4-yl)amino)-2-cyclopropyl-7-methyl-1,2,3,4-tetrahydro-[1,4]oxazepino[2,3-c]quinolin-6(7H)-one ClC=1C(=NC(=NC1)N1C[C@H](C(CC1)(F)F)O)NC1=CC=2C3=C(C(N(C2C=C1)C)=O)OCC[C@@H](N3)C3CC3